C(=C)C=1OC(C(N1)(CC)C)=O 2-vinyl-4-methyl-4-ethyl-1,3-oxazoline-5-one